ClC=1C=NC=C(C1C(C)OC=1C=C2C(=NN(C2=CC1)C1OCCCC1)C1=NC2C(N1)CN(C2)C(=O)[O-])Cl 2-(5-(1-(3,5-Dichloropyridin-4-yl)ethoxy)-1-(tetrahydro-2H-pyran-2-yl)-1H-Indazol-3-yl)-3a,4,6,6a-tetrahydropyrrolo[3,4-d]imidazole-5(1H)-carboxylate